3-(2-Chloro-3,3,3-trifluoro-1-propenyl)-2,2-dimethyl-cyclopropan ClC(=CC1C(C1)(C)C)C(F)(F)F